C1(CCCCC1)P(C1=CC=C(C=C1)N(C)C)C1CCCCC1 (dicyclohexyl)(4-dimethylaminophenyl)phosphine